N-(2-((R)-4-cyanothiazolidin-3-yl)-2-oxoethyl)-6-(((RS)-2,2-dimethyltetrahydro-2H-pyran-4-yl)oxy)quinoline-4-carboxamide C(#N)[C@H]1N(CSC1)C(CNC(=O)C1=CC=NC2=CC=C(C=C12)O[C@H]1CC(OCC1)(C)C)=O |&1:23|